FC1(CC(C1)(C(=O)NC1=CC(=C(C=C1)F)N1N=C2N=CC(=CC2=C1)C(C)C)C)F 3,3-difluoro-N-{4-fluoro-3-[5-(propan-2-yl)-2H-pyrazolo[3,4-b]pyridin-2-yl]phenyl}-1-methylcyclobutane-1-carboxamide